ClC1=CC(=C(C=C1Cl)NC(=O)N1[C@H]2CC[C@@H]1CC=1C(=NC=CC12)F)C (5S,8R)-N-(4,5-dichloro-2-methylphenyl)-1-fluoro-6,7,8,9-tetrahydro-5H-5,8-epiminocyclohepta[c]pyridine-10-carboxamide